N1=CC=C(C=C1)C1=CNC=2N=CC=3CCN(CC3C21)C(C)=O 1-(9-(pyridin-4-yl)-1,3,4,7-tetrahydro-2H-pyrrolo[2,3-c][2,6]naphthyridin-2-yl)ethan-1-one